O=C1N(C(C=2C=CC=3C(N4C(C=5C3C2C1=CC5)=NC(=C4C#N)C#N)=O)=O)C4=CC=CC=C4 1,3,6-trioxo-2-phenyl-1,2,3,6-tetrahydrobenzo[lmn]imidazo[2,1-b][3,8]phenanthroline-8,9-dicarbonitrile